N-[6-(3-chloro-7,8-dihydro-5H-1,6-naphthyridin-6-yl)-2-[(3R)-3-fluoropyrrolidin-1-yl]-4,6-dimethyl-1H-pyridin-3-yl]-3,3-dimethyl-butanamide ClC=1C=NC=2CCN(CC2C1)C1(C=C(C(=C(N1)N1C[C@@H](CC1)F)NC(CC(C)(C)C)=O)C)C